ethyl 2-(4-bromo-2-oxopyridin-1-yl)-5-methylhexanoate BrC1=CC(N(C=C1)C(C(=O)OCC)CCC(C)C)=O